[Cl-].[Cl-].C[Si](=[Zr+2](C1C(=CC2=C(C=3CCCC3C=C12)C1=CC=C(C=C1)C(C)(C)C)C)C1C(=CC2=C(C(=C(C=C12)C(C)(C)C)OC)C1=CC(=CC(=C1)C)C)C)C Trans-dimethylsilanediyl-[2-methyl-4-(3,5-dimethylphenyl)-5-methoxy-6-tert-butylinden-1-yl][2-methyl-4-(4-tert-butylphenyl)-1,5,6,7-tetrahydro-s-indacen-1-yl]zirconium dichloride